COC1=C2C(=NC3=CC(=C(C=C13)OC)OC)OC=C2 4,6,7-trimethoxyfuro[2,3-b]quinoline